ClC1=CC=C(C=C1)N1C(C(=NC=2C=NC(=NC12)NC1CC1)C1=CC2=CN(N=C2C=C1)C)=O 8-(4-chlorophenyl)-2-(cyclopropylamino)-6-(2-methyl-2H-indazol-5-yl)pteridine-7(8H)-one